4-(6-((4-cyanonaphthalen-1-yl)methoxy)pyridin-2-yl)piperidine-1-carboxylic acid tert-butyl ester C(C)(C)(C)OC(=O)N1CCC(CC1)C1=NC(=CC=C1)OCC1=CC=C(C2=CC=CC=C12)C#N